C(CCCCCC(=O)[O-])(=O)OC methyl pimelate